2-(3-fluoro-2-isopropylphenyl)-9-(4-(4,4,5,5-tetramethyl-1,3,2-dioxaborolan-2-yl)benzyl)-7,9-dihydro-8H-purin-8-one FC=1C(=C(C=CC1)C1=NC=C2NC(N(C2=N1)CC1=CC=C(C=C1)B1OC(C(O1)(C)C)(C)C)=O)C(C)C